caffeoylleucine C(\C=C\C1=CC(O)=C(O)C=C1)(=O)N[C@@H](CC(C)C)C(=O)O